ClC1=C(C=CC=C1)S(=O)(=O)NC1=NC=C(C=N1)C=CC=1C=NC(=NC1)NC1CCC(CC1)N(C)C 2-chloro-N-(5-(2-(2-(((1r,4r)-4-(dimethylamino)cyclohexyl)amino)pyrimidin-5-yl)vinyl)pyrimidin-2-yl)benzenesulfonamide